3,3-dimethylindan-1-on CC1(CC(C2=CC=CC=C12)=O)C